{4-[(3S)-3-Aminopyrrolidin-1-yl]-2-cyclopropyl-1-methyl-1,3-benzodiazol-5-yl}-1-(2,6-difluorophenyl)-6-oxopyridazin-3-carboxamide N[C@@H]1CN(CC1)C1=C(C=CC=2N(C(=NC21)C2CC2)C)C=2C(=NN(C(C2)=O)C2=C(C=CC=C2F)F)C(=O)N